C1OCC12CC(C2)OCCO 2-(2-oxaspiro[3.3]heptan-6-yloxy)ethanol